N2-(tert-butoxycarbonyl)-L-asparagine CC(C)(C)OC(=O)N[C@@H](CC(=O)N)C(=O)O